5-chloro-3-((1-cyclopropylpiperidin-4-yl)oxy)thiophene-2-carboxylate ClC1=CC(=C(S1)C(=O)[O-])OC1CCN(CC1)C1CC1